(S)-6-(1-amino-1,3-dihydrospiro[indene-2,4'-piperidine]-1'-yl)-3-(1-(benzofuran-3-yl)cyclopropyl)-1,5-dihydro-4H-pyrazolo[3,4-d]pyrimidin-4-one N[C@@H]1C2=CC=CC=C2CC12CCN(CC2)C=2NC(C1=C(N2)NN=C1C1(CC1)C1=COC2=C1C=CC=C2)=O